C(=O)C1CNCCC1 3-formyl-piperidine